C(=O)(O)[C@H](CC(=O)C1=CC2=C(S1)C=C(C(=C2)OC)OCCCCOC2=CC1=C(SC(=C1)C(C[C@@H](C(=O)O)C)=O)C=C2OC)C (S)-4-(5-(4-((2-((S)-3-carboxybutanoyl)-5-methoxybenzo[b]thiophen-6-yl)oxy)butoxy)-6-methoxybenzo[b]thiophen-2-yl)-2-methyl-4-oxobutanoic acid